ClC=1C=C2C=C(NC2=CC1)C(=O)NC1CCN(CC1)C(C(=O)NN)=O 5-chloro-N-(1-(2-hydrazino-2-oxoacetyl)piperidin-4-yl)-1H-indole-2-carboxamide